O[C@@H](CC(=O)O)CCCCC |r| (R/S)-3-hydroxy-octanoic acid